hydroxy-1,2,5-oxadiazole-3-carboxamidine OC=1C(=NON1)C(=N)N